N-{2-[3-(Carbamoylamino)phenyl]propan-2-yl}-1-(oxan-4-ylmethyl)-1H-indazole-3-carboxamide C(N)(=O)NC=1C=C(C=CC1)C(C)(C)NC(=O)C1=NN(C2=CC=CC=C12)CC1CCOCC1